(E)-1-Bromo-4-(1-(p-tolylsulfinyl)-2-tosylvinyl)benzene BrC1=CC=C(C=C1)/C(=C\S(=O)(=O)C1=CC=C(C)C=C1)/S(=O)C1=CC=C(C=C1)C